(2-((tert-butyldimethylsilyl)oxy)ethyl)-7-chloro-5-(difluoromethoxy)-8-fluoro-2-(methylthio)pyrido[4,3-d]pyrimidin-4-amine [Si](C)(C)(C(C)(C)C)OCCNC=1C2=C(N=C(N1)SC)C(=C(N=C2OC(F)F)Cl)F